C(C)(C)(C)OC(=O)N1CCC(CC1)SC1=C(C=C(C=C1)[N+](=O)[O-])C 4-(2-methyl-4-nitro-phenyl)sulfanylpiperidine-1-carboxylic acid tert-butyl ester